2-amino-3-methyl-1,2-dihydro-benzimidazole-4-carbonitrile hydrochloride Cl.NC1N(C2=C(N1)C=CC=C2C#N)C